C(C)(C)(C)OC(=O)N(C(=O)OC(C)(C)C)CC1=CC=[N+](C=C1)[O-] 4-((bis(t-butoxycarbonyl)amino)methyl)pyridine 1-oxide